The molecule is an acetate ester, a steroid ester, a fluorinated steroid, a 17alpha-hydroxy steroid, a 20-oxo steroid, an 11beta-hydroxy steroid, a 3-oxo-Delta(1),Delta(4)-steroid and a tertiary alpha-hydroxy ketone. It derives from a betamethasone. C[C@H]1C[C@H]2[C@@H]3CCC4=CC(=O)C=C[C@@]4([C@]3([C@H](C[C@@]2([C@]1(C(=O)COC(=O)C)O)C)O)F)C